C[C@@H]1N(CCC(C1)=O)C(=O)OC(C)(C)C tert-butyl (S)-2-methyl-4-oxo-piperidine-1-carboxylate